Cl.O1CCC(CC1)CCC(=O)N 3-(tetrahydro-2H-pyran-4-yl)propanamide hydrochloride